C1(=CC(=CC=C1)C[C@]1(C[C@H](CC1)NS(=O)(=O)C)C(=O)N1OCCC1)C1=CC=CC=C1 |o1:7,9| N-((1S*,3R*)-3-([1,1'-biphenyl]-3-ylmethyl)-3-(isoxazolidine-2-carbonyl)cyclopentyl)methanesulfonamide